methyl 3-[6-[[tert-butyl(diphenyl)silyl] oxymethyl]-2-quinolyl]cyclopent-2-ene-1-carboxylate [Si](C1=CC=CC=C1)(C1=CC=CC=C1)(C(C)(C)C)OCC=1C=C2C=CC(=NC2=CC1)C1=CC(CC1)C(=O)OC